(2R,4S)-4-(3-bromobenzyl)pyrrolidine-2-carboxylic acid benzyl ester C(C1=CC=CC=C1)OC(=O)[C@@H]1NC[C@H](C1)CC1=CC(=CC=C1)Br